C1(CC1)CN1N=C(C2=CC(=CC=C12)Br)C(=O)NC1=C(C=NC=C1)F 1-(cyclopropylmethyl)-5-bromo-N-(3-fluoropyridin-4-yl)-1H-indazole-3-carboxamide